N1=CN=CC2=C1C=CC=N2 pyrido[2,3-e]pyrimidin